C(C)OC(=O)N1[C@@H](CN(CC1)C=1C2=C(N=CN1)N(C=C2C2=NC=CN=C2C)C2=CC(=CC(=C2)F)F)C (R)-4-(7-(3,5-difluorophenyl)-5-(3-methylpyrazin-2-yl)-7H-pyrrolo[2,3-d]pyrimidin-4-yl)-2-methylpiperazine-1-carboxylic acid ethyl ester